OC([C@@H](C)NC(OC(C)(C)C)=O)C tert-butyl N-[(1R)-2-hydroxy-1-methyl-propyl]carbamate